tert-butyl (E)-4-(3-oxo-3-(6-oxo-3,6-dihydropyridin-1(2H)-yl)prop-1-en-1-yl)piperidine-1-carboxylate O=C(/C=C/C1CCN(CC1)C(=O)OC(C)(C)C)N1CCC=CC1=O